CS(=O)(=O)[O-].C(C=C)N1C=[N+](C=C1)C 1-Allyl-3-methylimidazolium methansulfonate